7-methyl-N-(2-methyl-5-(5-((tetrahydrofuran-2-yl)methyl)-1,2,4-oxadiazol-3-yl)phenyl)imidazo[1,2-a]pyridine-3-carboxamide CC1=CC=2N(C=C1)C(=CN2)C(=O)NC2=C(C=CC(=C2)C2=NOC(=N2)CC2OCCC2)C